4-fluoro-1-((3'-methoxy-[1,1'-biphenyl]-2-yl)sulfonyl)piperidine-4-carboxylic acid FC1(CCN(CC1)S(=O)(=O)C1=C(C=CC=C1)C1=CC(=CC=C1)OC)C(=O)O